Cl.Cl.C[C@H]1NC2(CC2)C[C@H](C1)OC1=CC=C(N=N1)C1=NC=C(C=C1O)C=1C=NN(C1)C([2H])([2H])[2H] 2-(6-{[(5r,7s)-5-methyl-4-azaspiro[2.5]oct-7-yl]oxy}pyridazin-3-yl)-5-[1-(2H3)methyl-1H-pyrazol-4-yl]pyridin-3-ol dihydrochloride